C[Si](CCOCOC1=NC=CN=C1)(C)C 2-((2-(trimethylsilyl)ethoxy)methoxy)pyrazine